2-propanoylpyrazole-3-carboxylic acid ethyl ester C(C)OC(=O)C=1N(N=CC1)C(CC)=O